CC1=NC(=NC2=CC=CC=C12)CN1CC(CCC1)O ((4-methylquinazolin-2-yl)methyl)piperidin-3-ol